NC1=CC=C(C=C1)[As](O)(O)=O para-aminophenylarsonic acid